COC1=C(C=C(C=C1)OC)N1N=C(C=C1)CSN1C=CC2=CC=CC=C12 (((2,5-dimethoxyphenyl)-1H-pyrazol-3-yl)methyl)thio-1H-indole